3-(2-Aminopyridin-4-yl)-7-[(1S)-1-[(2r,4r)-2-(amino-methyl)-6-oxo-5-oxa-7-azaspiro[3.4]octan-7-yl]ethyl]-1H-indole-2-carboxylic acid NC1=NC=CC(=C1)C1=C(NC2=C(C=CC=C12)[C@H](C)N1C(OC2(CC(C2)CN)C1)=O)C(=O)O